1-hexyl-4-Methylpiperidinium methanesulfonate CS(=O)(=O)[O-].C(CCCCC)[NH+]1CCC(CC1)C